(1-(4-(trifluoromethyl)-phenyl)-1,2,3,4-tetrahydro-quinolin-3-yl)glycine FC(C1=CC=C(C=C1)N1CC(CC2=CC=CC=C12)NCC(=O)O)(F)F